N1CCC(CC1)C(=O)N1CCC(CC1)OC1=CC=C(C=C1)[C@@H]1C(NC(CC1)=O)=O |r| rac-(R)-3-(4-((1-(piperidine-4-carbonyl)piperidin-4-yl)oxy)phenyl)piperidine-2,6-dione